N1N=C(C=C1)CC=1SC2=C(N(C=3C(N(N=CC32)CC3=NC(=CC=C3)N)=O)C)N1 2-((1H-pyrazol-3-yl)methyl)-6-((6-aminopyridin-2-yl)methyl)-4-methyl-4,6-dihydro-5H-thiazolo[5',4':4,5]pyrrolo[2,3-d]pyridazin-5-one